C1(CCC1)S(=O)(=O)C1=CC=2C(=NC=C(C2C2=NN(C=N2)C)C(F)(F)F)N1 2-(cyclobutylsulfonyl)-4-(1-methyl-1H-1,2,4-triazol-3-yl)-5-(trifluoromethyl)-1H-pyrrolo[2,3-b]pyridine